di(methylcyclohexyl)methane CC1(CCCCC1)CC2(CCCCC2)C